N[C@H](C(=O)N1[C@@H](C[C@H](C1)O)C(=O)N[C@@H](CO)C1=CC=C(C=C1)C1=NC=CN=C1C)C(C)C (2S,4R)-1-[(2S)-2-amino-3-methyl-butanoyl]-4-hydroxy-N-[(1R)-2-hydroxy-1-[4-(3-methylpyrazin-2-yl)phenyl]ethyl]pyrrolidine-2-carboxamide